2-(1-benzyl-4,4-difluoro-5-methyl-3-piperidinyl)acetaldehyde C(C1=CC=CC=C1)N1CC(C(C(C1)C)(F)F)CC=O